O=C1OCC2=CC=C(C=C12)S(=O)(=O)Cl 3-oxo-1,3-dihydroisobenzofuran-5-sulfonyl chloride